ClC1=C(C=CC=C1)S(=O)(=O)NC1=NC=C(C=C1F)C=1C=C2C=NC(=NC2=C(C1)CC)NC1CCC(CC1)N(C)C 2-chloro-N-(5-(2-(((1r,4r)-4-(dimethylamino)cyclohexyl)amino)-8-ethylquinazolin-6-yl)-3-fluoropyridin-2-yl)benzenesulfonamide